CC=1C=C(C=CC1C)C1=NC=CC=C1C1=NN2C(C=CC=C2)=N1 2-(3,4-Dimethylphenyl)pyridin-3-yl-[1,2,4]triazolo[1,5-a]pyridin